CC1=CC=C2C(=N1)N=C(O2)N2CCN(CC2)C(=O)C2=CC=C(C=C2)C=2N=NN(C2)CC(F)(F)F (4-(5-methyloxazolo[4,5-b]pyridin-2-yl)piperazin-1-yl)(4-(1-(2,2,2-trifluoroethyl)-1H-1,2,3-triazol-4-yl)phenyl)methanone